CC(C(=O)O)=C (methyl)acrylic acid